(3-(3-methylmorpholine-4-carbonyl)phenyl)benzenesulfonamide CC1N(CCOC1)C(=O)C=1C=C(C=CC1)C1=C(C=CC=C1)S(=O)(=O)N